C(C1=CC=CC=C1)OCC([C@H](C[C@H]1C(NCCC1)=O)NC(=O)[C@@H]1[C@H]2C([C@H]2CN1C(=O)OC(C)(C)C)(C)C)=O tert-butyl (1R,2S,5S)-2-{[(2S)-4-(benzyloxy)-3-oxo-1-[(3S)-2-oxopiperidin-3-yl]butan-2-yl]carbamoyl}-6,6-dimethyl-3-azabicyclo[3.1.0]hexane-3-carboxylate